N1=C(C=CC=C1)COC1=CC=C(C(=O)OC)C=C1 methyl 4-(pyridin-2-ylmethoxy)benzoate